ethyl ((4-(2-(5-chloro-2-methoxybenzamido)ethyl)phenyl)sulfonyl)carbamate ClC=1C=CC(=C(C(=O)NCCC2=CC=C(C=C2)S(=O)(=O)NC(OCC)=O)C1)OC